(S)-2-cyclopropyl-N-(((S)-7-ethyl-7-hydroxy-8,11-dioxo-7,8,11,13-tetrahydro-10H-[1,3]dioxolo[4,5-g]pyrano[3',4':6,7]indolizino[1,2-b]quinolin-14-yl-2,2-d2)methyl)-2-hydroxyacetamide C1(CC1)[C@@H](C(=O)NCC1=C2C(=NC=3C=C4C(=CC13)OC(O4)([2H])[2H])C4=CC1=C(C(N4C2)=O)COC([C@]1(O)CC)=O)O